4-((2S,3S,4R,5S)-3-(3,4-difluoro-2-hydroxyphenyl)-4,5-dimethyl-5-(trifluoromethyl)tetrahydrofuran-2-carboxamido)picolinamide FC=1C(=C(C=CC1F)[C@H]1[C@H](O[C@@]([C@@H]1C)(C(F)(F)F)C)C(=O)NC1=CC(=NC=C1)C(=O)N)O